C(=CC(C)C)NCC=1C(NC(N([C@H]2[C@H](OC)[C@H](O)[C@@H](CO)O2)C1)=O)=O 5-(iso-pentenylaminomethyl)-2'-O-methyluridine